CN([C@@H](C(C)C)C(=O)OC)C(=O)N1C[C@@H](N(CC1)C(=O)C1[N@@](C1)C(C1=CC=CC=C1)(C1=CC=CC=C1)C1=CC=CC=C1)C methyl N-methyl-N-((S)-3-methyl-4-((R)-1-tritylaziridine-2-carbonyl) piperazine-1-carbonyl)-L-valinate